[N+](=O)([O-])C1=C(CN2CCCN3CCCC23)C=CC=C1 5-(2'-nitrobenzyl)-1,5-diazabicyclo[4.3.0]nonane